OCNC(=O)NCO 1,3-bis-hydroxymethyl-urea